cyclopropyl-N-methyl-3-nitroaniline C1(CC1)N(C1=CC(=CC=C1)[N+](=O)[O-])C